CC1=NC(=CC(=N1)N)C=1C=CC2=C(C(=CO2)C)C1 2-methyl-6-(3-methyl-1-benzofuran-5-yl)pyrimidin-4-amine